tert-butyl (26-(2-(4-chloro-3-(4-cyano-6-(trifluoromethyl)pyridin-3-yl)-N-methylbenzamido)phenoxy)-3,6,9,12,15,18,21,24-octaoxahexacosyl)carbamate ClC1=C(C=C(C(=O)N(C)C2=C(OCCOCCOCCOCCOCCOCCOCCOCCOCCNC(OC(C)(C)C)=O)C=CC=C2)C=C1)C=1C=NC(=CC1C#N)C(F)(F)F